CC(SF)NC1=CC=CC=C1 methyl-(phenyl)aminomethylthio fluoride